tert-butyl (S)-2-(4-(4,4,5,5-tetramethyl-1,3,2-dioxaborolan-2-yl)phenyl)pyrrolidine-1-carboxylate CC1(OB(OC1(C)C)C1=CC=C(C=C1)[C@H]1N(CCC1)C(=O)OC(C)(C)C)C